BrC=1C=C(C=CC1)C1(CC(C1)(F)F)C1=NN=CN1C 3-[1-(3-bromophenyl)-3,3-difluoro-cyclobutyl]-4-methyl-4H-1,2,4-triazole